C(C)OC(=C)C1=CC(=NC=C1)C 4-(1-ethoxyvinyl)-2-methylpyridine